(±)-4-(3-bromo-6-chloro-2-fluorophenoxy)-2-fluoro-N-methoxy-N-methylbutanamide BrC=1C(=C(OCC[C@H](C(=O)N(C)OC)F)C(=CC1)Cl)F |r|